N[C@@H](C(=O)O)CC=1C(=NOC1C)O |r| (RS)-α-Amino-3-hydroxy-5-methyl-4-isoxazolepropionic acid